CN([C@H]1CN2C(OC1)=C(C=N2)[S@@](=O)(NC(NC2=C1CCCC1=C(C=1CCCC21)F)=O)=NC(C2=CC=CC=C2)(C2=CC=CC=C2)C2=CC=CC=C2)C (S,6S)-6-(dimethylamino)-N-((8-fluoro-1,2,3,5,6,7-hexahydro-s-indacen-4-yl)carbamoyl)-N'-trityl-6,7-dihydro-5H-pyrazolo[5,1-b][1,3]oxazine-3-sulfonimidamide